1-acetyl-2-(4-(2-hydroxyeth-oxy)-3-ethoxy-benzylidene)indolin-3-one C(C)(=O)N1C(C(C2=CC=CC=C12)=O)=CC1=CC(=C(C=C1)OCCO)OCC